FC=1C=C(C=C(C1)F)[C@H]1N(OCC1)C(=O)[C@@H]1CC[C@H](CC1)CN1N=C2C=C(C=CC2=C1)C#N trans-2-((4-((S)-3-(3,5-difluorophenyl)isoxazolidine-2-carbonyl)cyclohexyl)methyl)-2H-indazole-6-carbonitrile